O[C@H](C)C1N(CC[C@@H]1C1=C(C=NN1)C(=O)N)C(C=C)=O (3S,5R)-5-[(1R)-1-hydroxyethyl-1-(prop-2-enoyl)pyrrolidin-3-yl]pyrazole-4-carboxamide